C(CCC\C=C\CCCCCCCCCC)CC(=O)O.C(C)(=O)OCCCC\C=C/CCCCC (Z)-5-Undecenyl acetate (E)-5-Hexadecenyl-acetate